bis(2-chloroethyl)amine HCl Cl.ClCCNCCCl